1-(3'-sulfophenyl)-3-methyl-5-pyrazolone S(=O)(=O)(O)C=1C=C(C=CC1)N1N=C(CC1=O)C